C(C)(=O)C1=NN(C2=CC(=CC=C12)S(=O)(=N)C)CC(=O)N1[C@@H]2C[C@@]2(C[C@H]1C(=O)NC1=NC(=CC=C1)Br)C (1R,3S,5R)-2-(2-(3-acetyl-6-(S-methylsulfonimidoyl)-1H-indazol-1-yl)acetyl)-N-(6-bromopyridin-2-yl)-5-methyl-2-azabicyclo[3.1.0]hexane-3-carboxamide